C1(CC1)C1=CN=CC(=N1)C=1N=C2C(=NC1)C=NC(=C2)CN2C(C1=CC=CC=C1C2=O)=O 2-((2-(6-Cyclopropylpyrazin-2-yl)pyrido[3,4-b]pyrazin-7-yl)methyl)isoindoline-1,3-dione